Ethyl 6-(2-bromo-4,5-dimethoxyphenyl)-4-oxo-4H-pyran-3-carboxylate BrC1=C(C=C(C(=C1)OC)OC)C1=CC(C(=CO1)C(=O)OCC)=O